8-chloro-4',4'-difluoro-6-(pyrimidin-4-ylamino)spiro[2H-imidazo[1,5-a]pyridine-3,1'-cyclohexane]-1,5-dione ClC1=C2N(C(C(=C1)NC1=NC=NC=C1)=O)C1(CCC(CC1)(F)F)NC2=O